tert-butyl ((S)-(7-((E)-(((R)-tert-butylsulfinyl)imino)methyl)imidazo[1,2-b]pyridazin-2-yl)(4,4-difluorocyclohexyl)methyl)carbamate C(C)(C)(C)[S@@](=O)\N=C\C1=CC=2N(N=C1)C=C(N2)[C@H](C2CCC(CC2)(F)F)NC(OC(C)(C)C)=O